3-Amino-5-methylsulfanyl-1-[3-(triethoxysilyl)propyl]-1,2,4-triazole NC1=NN(C(=N1)SC)CCC[Si](OCC)(OCC)OCC